C[C@@H]1CN(C(=CC1)C1=CC2=CN(N=C2C=C1)C1CC(N(C(C1)(C)C)C)(C)C)C(=O)OC(C)(C)C |r| tert-Butyl rac-(3S)-3-methyl-6-[2-(1,2,2,6,6-pentamethyl-4-piperidyl)indazol-5-yl]-3,4-dihydro-2H-pyridine-1-carboxylate